N-(1-bicyclo[1.1.1]pentanyl)-4-[5-(difluoromethyl)-1,3,4-thiadiazol-2-yl]-8-[(3S,5S)-3,5-dimethylpiperazin-1-yl]-2-methyl-quinazoline-6-sulfonamide C12(CC(C1)C2)NS(=O)(=O)C=2C=C1C(=NC(=NC1=C(C2)N2C[C@@H](N[C@H](C2)C)C)C)C=2SC(=NN2)C(F)F